C1(CC1)N1C(=NN=C1)C1=CC=CC=N1 6-(4-cyclopropyl-4H-1,2,4-triazole-3-yl)pyridine